C(C)S(=O)(=O)C=1C(=NC=C(C#N)C1)C1=NC2=C(N1C)C=CC(=C2)S(=O)C(F)(F)F 5-ethylsulfonyl-6-(1-methyl-5-trifluoromethylsulfinyl-1H-benzo[d]imidazol-2-yl)nicotinonitrile